8-(2,6-difluorophenyl)-N-(6-(piperazin-1-yl)pyridin-3-yl)quinazolin-2-amine FC1=C(C(=CC=C1)F)C=1C=CC=C2C=NC(=NC12)NC=1C=NC(=CC1)N1CCNCC1